CC1=NC=C(C2=C1CC(C2)CNCC[C@H]2CN(C(O2)=O)C2=NC1=C(OCC(N1)=O)N=C2)C#N 1-methyl-6-[[2-[(5S)-2-oxo-3-(3-oxo-4H-pyrazino[2,3-b][1,4]oxazin-6-yl)-1,3-oxazolidin-5-yl]ethylamino]methyl]-6,7-dihydro-5H-cyclopenta[c]pyridine-4-carbonitrile